Cl.C1N(CC2=CC=CC=C12)N1C(CCCC1=O)=O isoindolin-2-yl-piperidine-2,6-dione hydrochloride